(7-(2-(4-(6-fluorobenzothiophen-4-yl)piperazin-1-yl)ethyl)-2-oxo-3,4-dihydroquinoline-1(2H)-yl)undecenoic acid methyl ester COC(C(=CCCCCCCCC)N1C(CCC2=CC=C(C=C12)CCN1CCN(CC1)C1=CC(=CC2=C1C=CS2)F)=O)=O